N,3-dimethoxy-N-methyl-bicyclo[1.1.1]pentane-1-carboxamide CON(C(=O)C12CC(C1)(C2)OC)C